6-(4-((4-((5-(trifluoromethyl)pyridin-2-yl)amino)piperidin-1-yl)sulfonyl)phenyl)-1,3-dihydro-2H-pyrrolo[3,2-b]pyridin-2-one FC(C=1C=CC(=NC1)NC1CCN(CC1)S(=O)(=O)C1=CC=C(C=C1)C=1C=C2C(=NC1)CC(N2)=O)(F)F